P(OC1=C(CC(C=C1)(C)C(C)(C)C)C(C)(C)C)(OC1=C(CC(C=C1)(C)C(C)(C)C)C(C)(C)C)[O-] bis(2,4-di-t-butyl-4-methylphenyl) phosphite